(4-(7H-pyrrolo[2,3-d]pyrimidin-4-yl)-3,4-dihydro-2H-1,4-thiazin-6-yl)((3S,4S)-3-amino-4-(2-methoxyethoxy)piperidin-1-yl)methanone hydrochloride Cl.N1=CN=C(C2=C1NC=C2)N2CCSC(=C2)C(=O)N2C[C@@H]([C@H](CC2)OCCOC)N